gammacerane C[C@]12CCCC([C@@H]1CC[C@@]3([C@@H]2CC[C@H]4[C@]3(CC[C@@H]5[C@@]4(CCCC5(C)C)C)C)C)(C)C